CN(S(=O)(=O)C1=CC=C(C=C1)C(C)(C)NC1=C(C=CC=C1)[N+](=O)[O-])C N,N-dimethyl-4-(2-((2-nitrophenyl)amino)propan-2-yl)benzenesulfonamide